ClC=1N=C(C2=C(N1)NC(C2(C)C)=O)Cl 2,4-dichloro-5,5-dimethyl-5H,6H,7H-pyrrolo[2,3-d]pyrimidin-6-one